6-azaspiro[3.5]nonan-5-one C1CCC12C(NCCC2)=O